BrC=1C=C(C=C2C=C(NC12)C1=CCCN(C1)C(=O)OC(C)(C)C)C(=O)N1CCN(CC1)C1=NC=C(C=C1OC)F tert-butyl 5-(7-bromo-5-(4-(5-fluoro-3-methoxypyridin-2-yl)piperazine-1-carbonyl)-1H-indol-2-yl)-3,6-dihydropyridine-1(2H)-carboxylate